FC(OC1=CC=C(C=C1)S(=O)(=O)N[C@H]1[C@H](C1)C1CCN(CC1)C(=O)OC(C)(C)C)(F)F tert-butyl 4-((1R,2R)-2-((4-(trifluoromethoxy)phenyl)sulfonamido)cyclopropyl)piperidine-1-carboxylate